COC1=CC=C2CCC(OC2=C1B(O)O)(C)C (7-Methoxy-2,2-dimethylchroman-8-yl)boronic acid